2-fluoro-N-(2-methyl-1-(9-methyl-10-oxo-7-phenyl-3,9-diazaspiro[5.5]undecan-3-yl)-1-oxopropan-2-yl)-5-(trifluoromethyl)benzamide FC1=C(C(=O)NC(C(=O)N2CCC3(CC2)C(CN(C(C3)=O)C)C3=CC=CC=C3)(C)C)C=C(C=C1)C(F)(F)F